5-chloro-1,4-dimethyl-3-(1-methyl-1H-pyrazol-4-yl)pyridin-2(1H)-one ClC=1C(=C(C(N(C1)C)=O)C=1C=NN(C1)C)C